COC(=O)C1=CC(=C2C(=N1)C=CO2)CC2=CC=C(C=C2)OC 7-(4-methoxybenzyl)furo[3,2-b]pyridine-5-carboxylic acid methyl ester